C(C1=CC=CC=C1)C(C(=O)NC=1C=NC2=C(C=CC=C2C1)F)(C\C=C/C)C (Z)-2-benzyl-N-(8-fluoro-3-quinolyl)-2-methyl-hex-4-enamide